5-methoxy-1,1-dimethyl-2,3-dihydro-1H-indene COC=1C=C2CCC(C2=CC1)(C)C